6-Amino-2-fluoro-N-(2-hydroxyethyl)-3-(4'-methoxy-1',2'-dihydrospiro[cyclobutane-1,3'-pyrrolo[2,3-b]pyridin]-5'-yl)-N-methylbenzamide NC1=CC=C(C(=C1C(=O)N(C)CCO)F)C=1C(=C2C(=NC1)NCC21CCC1)OC